methyl 2-(2-oxabicyclo[2.1.1]hexan-4-yl)-7-isopropoxyimidazo[1,2-a]pyridine-6-carboxylate C12OCC(C1)(C2)C=2N=C1N(C=C(C(=C1)OC(C)C)C(=O)OC)C2